(R)-piperidin-2-ylmethyl 6-(5-(6-methylpyridin-2-yl)-1H-imidazol-4-yl)quinoline-3-carboxylate CC1=CC=CC(=N1)C1=C(N=CN1)C=1C=C2C=C(C=NC2=CC1)C(=O)OC[C@@H]1NCCCC1